methyl (1S,4R)-4-((tert-butoxycarbonyl) amino)-2-methylcyclopent-2-enecarboxylate C(C)(C)(C)OC(=O)N[C@H]1C=C([C@H](C1)C(=O)OC)C